C(C)(C)(C)OC(=O)N1CC=2N(CCCC1)N=C(C2)C(=O)[O-] 5-(tert-butoxycarbonyl)-4,5,6,7,8,9-hexahydropyrazolo[1,5-a][1,4]diazocine-2-carboxylate